FC=1C=C(C(=O)NCC2CCC(CC2)C2=NC(=NO2)C)C=C(C1O)F 3,5-difluoro-4-hydroxy-N-{[(1r,4r)-4-(3-methyl-1,2,4-oxadiazol-5-yl)cyclohexyl]methyl}benzamide